F[B-](F)(F)F.C1(CCCCC1)[PH+](C1=C(C=CC=C1)OC)C1CCCCC1 dicyclohexyl-(2-methoxyphenyl)phosphonium tetrafluoroborate